2-(1-(cis-4-isopropylcyclohexyl)-3-oxo-1H-spiro[isoquinoline-4,4-piperidin]-2(3H)-yl)acetonitrile C(C)(C)[C@H]1CC[C@H](CC1)C1N(C(C2(CCNCC2)C2=CC=CC=C12)=O)CC#N